BrC=1C=CC=C2C=C(N=C(C12)NCC1=CC=C(C=C1)OC)OC 8-bromo-3-methoxy-N-[(4-methoxyphenyl)methyl]isoquinolin-1-amine